(R)-N-(benzo[d]thiazol-5-ylmethyl)-4-(2-(4-(trifluoromethyl)phenyl)-2H-pyrazolo[3,4-d]pyrimidin-4-yl)piperazine-2-carboxamide S1C=NC2=C1C=CC(=C2)CNC(=O)[C@@H]2NCCN(C2)C=2C=1C(N=CN2)=NN(C1)C1=CC=C(C=C1)C(F)(F)F